CC1(N(C(C=C(C1)B1OC(C(O1)(C)C)(C)C)(C)C)C(=O)OC(C)(C)C)C tert-butyl 2,2,6,6-tetramethyl-4-(4,4,5,5-tetramethyl-1,3,2-dioxa-borolan-2-yl)-3,6-dihydro-pyridine-1(2H)-carboxylate